BrC1=C(C=C(C=C1)N1CC(CC1)C=1C(=C(C(=O)O)C=CC1)F)C(F)(F)F 3-(1-(4-bromo-3-(trifluoromethyl)phenyl)pyrrolidin-3-yl)-2-fluorobenzoic acid